cesium pivalate C(C(C)(C)C)(=O)[O-].[Cs+]